ethyl α-isocyanoacetate [N+](#[C-])CC(=O)OCC